N-(3-aminopropyl)1,4-butanediamine NCCCNCCCCN